[4-(3-chloro-5-fluoro-4-pyridyl)-3,6-dihydro-2H-pyridin-1-yl]-(1-methyl-4-piperidyl)methanone ClC=1C=NC=C(C1C=1CCN(CC1)C(=O)C1CCN(CC1)C)F